N=1C=NCCC1C(=O)[O-] Pyrimidine-6(5H)-carboxylate